[C@@H]12OC[C@@H](N(C1)C(=O)[C@H]1N(CC1)S(=O)(=O)C1=CC(=C(C=C1)N1C[C@H](CC1)O)C=1NC3=CC=CC=C3C1)C2 ((1S,4S)-2-oxa-5-azabicyclo[2.2.1]heptan-5-yl)((S)-1-((4-((S)-3-hydroxypyrrolidin-1-yl)-3-(1H-indol-2-yl)phenyl)sulfonyl)azetidin-2-yl)methanone